syn-cyclobutane C1CCC1